COC1=C(C=CC=C1)S(=O)(=O)NC1=NOC2=C1CC(C1=CC=C(C=C12)OC)(C)C 2-methoxy-N-(8-methoxy-5,5-dimethyl-4,5-dihydronaphtho[2,1-d]isoxazol-3-yl)benzenesulfonamide